1,2-Dihydro-1,2,3-trihydroxy-9-(4-methoxyphenyl)phenalene OC1C(C(C2=CC=CC3=CC=C(C1=C23)C2=CC=C(C=C2)OC)O)O